(S)-(+)-benzyl glycidyl ether C1[C@H](O1)COCC2=CC=CC=C2